C1=CC=CC=2C3=CC=CC=C3C(=CC12)C=1C=C(C=CC1)C1(NC(=CC(=N1)C1=CC=C(C=C1)C1=CC=CC2=CC=CC=C12)C1=CC=C(C=C1)C=1C=NC=CC1)C1=CC=CC=C1C(=O)C1=CC=CC=C1 2-{3-(phenanthren-9-yl)phenyl}-4-{4-(naphthalen-1-yl)phenyl}-6-{4-(pyridin-3-yl)phenyl}pyrimidineBenzophenone